1-[2-fluoro-5-(trifluoromethoxy)phenyl]-3,3-dimethyl-N-[(3S)-3-methyl-1,1-dioxo-thiolan-3-yl]-2-oxo-indoline-5-carboxamide FC1=C(C=C(C=C1)OC(F)(F)F)N1C(C(C2=CC(=CC=C12)C(=O)N[C@@]1(CS(CC1)(=O)=O)C)(C)C)=O